2-(4-ethynylpyrazol-1-yl)ethanol C(#C)C=1C=NN(C1)CCO